ClC=1C=C(C=CC1Cl)N1CC(N(CC1)C(=O)N1C(C=CC2=CC=CC=C12)=O)C(=O)N1CCN(CC1)C (4-(3,4-dichlorophenyl)-2-(4-methylpiperazine-1-carbonyl)piperazine-1-carbonyl)quinolin-2(1H)-one